(4aR,7aS)-7a-(5-((Z)-2-(5-chloropyridin-2-yl)-2-fluorovinyl)-2-fluorophenyl)-6-(5-fluoropyrimidin-2-yl)-4,4a,5,6,7,7a-hexahydropyrrolo[3,4-d][1,3]thiazin-2-amine ClC=1C=CC(=NC1)/C(=C/C=1C=CC(=C(C1)[C@@]12N=C(SC[C@@H]1CN(C2)C2=NC=C(C=N2)F)N)F)/F